BrCCOC1=CN2C=C(N=C2C(=C1)C(F)(F)F)C1CC(C1)(O)C (cis)-3-[5-(2-bromoethoxy)-7-(trifluoromethyl)-1,3a-diaza-2-indenyl]-1-methylcyclobutanol